BrC1=CC(=CN2C1=NC(=CC2=O)N2CCOCC2)C 9-bromo-7-methyl-2-morpholino-pyrido[1,2-a]pyrimidin-4-one